C(=O)OC1=C(C=CC(=C1)OC)C1=C2C(=C(N=N1)N[C@H]1CN(CCC1)C)C=NC=C2 5-methoxy-2-(4-{[(3R)-1-methylpiperidin-3-yl]amino}pyrido[3,4-d]pyridazin-1-yl)phenol formate